C(C)(C)C=1CCCC(C1)C(C)=O 1-(2,4-dihydro-5-isopropylphenyl)ethan-1-one